7-benzyl-1-isobutyl-N-isopentyl-5-oxooctahydro-3aH-3,6-methanopyrrolo[3,2-b]pyridine-3a-carboxamide C(C1=CC=CC=C1)C1C2C3(NC(C1CC3CN2CC(C)C)=O)C(=O)NCCC(C)C